tert-butyl 5-[6-(5-chloro-2-fluorophenyl)-4-({2-[3-(4-methylpiperazin-1-yl)propanamido]pyridin-4-yl}amino)pyridazin-3-yl]-1,2,3,6-tetrahydropyridine-1-carboxylate ClC=1C=CC(=C(C1)C1=CC(=C(N=N1)C1=CCCN(C1)C(=O)OC(C)(C)C)NC1=CC(=NC=C1)NC(CCN1CCN(CC1)C)=O)F